C1(CC1)[C@H](C1=CC=2N(N=C1)C=C(N2)[C@@H](NC(=O)C2=NON=C2C)C2CCC(CC2)(F)F)NC(C[C@@H](C(F)F)C)=O |o1:34| N-((S)-(7-((R)-Cyclopropyl((S*)-4,4-difluoro-3-methylbutanamido)methyl)imidazo[1,2-b]pyridazin-2-yl)(4,4-difluorocyclohexyl)methyl)-4-methyl-1,2,5-oxadiazole-3-carboxamide